C(C)(C)(C)C1=CC(=C(C=C1O)C)C 6-tertiary butyl-3,4-xylenol